2-methoxy-benzamide COC1=C(C(=O)N)C=CC=C1